C(C)OC(=O)C1=CC(=CC=2SC3=CC=CC=C3C(C12)=O)C(C)(N1CCOCC1)C 1-ethoxycarbonyl-3-(1-methyl-1-morpholinoethyl)thioxanthone